BrC=1C(=NC=CC1C1OCCO1)Cl 3-bromo-2-chloro-4-(1,3-dioxolan-2-yl)pyridine